C(#N)C1=CC=C(C=C1)C1CCN(CC1)C(=O)C=1C(=CC(=C(C1)C1=NC2=C(CN(CC2)S(=O)(=O)N(C)C)N1)C)C (5-(4-(4-cyanophenyl)piperidine-1-carbonyl)-2,4-dimethylphenyl)-N,N-dimethyl-6,7-dihydro-3H-imidazo[4,5-c]Pyridine-5(4H)-sulfonamide